C(CCCCCCCCCCCCC)C(C(=O)O)CCCCCCCCCCCCCC.C(CCCCCCCCCCCCC)(=O)O.C(CCCCCCC)C(CCCCCCCCCCC)O octyl-dodecanol Myristate (myristyl-Palmitate)